((S)-2-(2-Chlorophenyl)-5-oxopyrrolidin-1-yl)-N-((R,E)-4-(methylsulfonyl)but-3-en-2-yl)benzamide ClC1=C(C=CC=C1)[C@H]1N(C(CC1)=O)C1=C(C(=O)N[C@H](C)\C=C\S(=O)(=O)C)C=CC=C1